4-methoxyphenylisocyanate COC1=CC=C(C=C1)N=C=O